C(C1=CC=CC=C1)OC=1C=C(C(=O)NC2CCNCC2)C=CC1OCC1=CC=CC=C1 3,4-bis(benzyloxy)-N-(piperidin-4-yl)benzamide